CC1=CCC2C(C1)C2(C)C δ-car-3-ene